S(CCS)CCS 2,2'-thiobis(ethanethiol)